FC1=C(C=O)C=CC=C1 2-fluoro-benzaldehyd